CNC(C1=CC(=C(C=C1)NCC#CC=1N(C2=CC=CC(=C2C1)N[C@H]1[C@H](CN(CC1)C)F)CC(F)(F)F)O)=O N-methyl-4-(3-{4-[(3S,4R)-3-fluoro-1-methyl-4-piperidylamino]-1-(2,2,2-trifluoroethyl)-2-indolyl}-2-propynylamino)-3-hydroxybenzamide